CON(C(CC=1SC=CC1)=O)C N-methoxy-N-methyl-2-(thiophen-2-yl)acetamide